CN1CCN(CC1)CCC[Si](OCC)(OCC)OCC 3-(4-methylpiperazino)propyltriethoxysilane